7,3',4'-Trihydroxyflavone OC1=CC=C2C(C=C(OC2=C1)C1=CC(=C(C=C1)O)O)=O